rac-N-[(2,5-dioxo-4-propylimidazolidin-4-yl)methyl]-2-(4-fluorophenyl)-2H-1,2,3-triazole-4-carboxamide O=C1NC([C@@](N1)(CCC)CNC(=O)C1=NN(N=C1)C1=CC=C(C=C1)F)=O |r|